OC1=C(C=C(C=COC(C(=O)OCCCCCCCC)(C)C)C=C1)OC octyl 2-((4-hydroxy-3-methoxystyryl)oxy)-2-methylpropanoate